IC=1C=C2C(C=[N+](C2=CC1)CCCCS(=O)(=O)O)(C)C 5-iodo-3,3-dimethyl-1-(4-sulfobutyl)-3H-indol-1-ium